FC=1C=C(C=CC1O)C(C1=CC=C2C=CC=NC2=C1O)N1CCOCC1 7-((3-fluoro-4-hydroxyphenyl)(morpholino)methyl)quinolin-8-ol